FC1(CCC(CC1)C1=NC=CC(=C1NC(=O)C=1C=NC(=NC1)N1[C@@H](CC1)C)C1=C(C=CC(=C1)F)F)F (R)-N-(2-(4,4-difluorocyclohexyl)-4-(2,5-difluorophenyl)pyridin-3-yl)-2-(2-methylazetidin-1-yl)pyrimidine-5-carboxamide